C1=NC=CC=2NC=3C=C(C=CC3C21)C=2C=CC(=NC2)OC2CC(C2)O (1s,3s)-3-((5-(5H-pyrido[4,3-b]indol-7-yl)pyridin-2-yl)oxy)cyclobutan-1-ol